C(C=C)(=O)N[C@@H](CC(C)C)C(=O)O acrylyl-leucine